3-chloro-N-[(1S)-1-[2-(5-chloro-2-pyridyl)-5-methylsulfanyl-1,2,4-triazol-3-yl]ethyl]-5-methylsulfonyl-benzamide ClC=1C=C(C(=O)N[C@@H](C)C=2N(N=C(N2)SC)C2=NC=C(C=C2)Cl)C=C(C1)S(=O)(=O)C